NC1=NC=C(C2=C1C(=NN2[C@@H]2CN(CC2)C(C=C)=O)C#CC2=CC(=NC(=C2)OC)OC)C(C)C (S)-1-(3-(4-amino-3-((2,6-dimethoxypyridin-4-yl)ethynyl)-7-isopropyl-1H-pyrazolo[4,3-c]pyridin-1-yl)pyrrolidin-1-yl)prop-2-en-1-one